C(#N)C1(CC1)NS(=O)(=O)C1=CC=C2C3=C(N(C2=C1)C=1SC(=NN1)C(F)F)N=CN=C3N3C[C@@H](OCC3)C (S)-N-(1-Cyanocyclopropyl)-9-(5-(difluoromethyl)-1,3,4-thiadiazol-2-yl)-4-(2-methylmorpholino)-9H-pyrimido[4,5-b]indole-7-sulfonamide